1-(cyclopropylmethyl)piperazine-2-one C1(CC1)CN1C(CNCC1)=O